N-((2-(4-fluoro-6-(4,7-diazaspiro[2.5]octan-7-yl)pyridin-2-yl)-1,6-naphthyridin-7-yl)methyl)-1-(methylsulfonyl)-2,3-dihydro-1H-pyrrolo[3,2-c]pyridine-6-carboxamide FC1=CC(=NC(=C1)N1CCNC2(CC2)C1)C1=NC2=CC(=NC=C2C=C1)CNC(=O)C1=CC2=C(C=N1)CCN2S(=O)(=O)C